(S)-3-((S)-sec-butyl)-4-(1H-pyrrolo[3,2-c]pyridine-2-carbonyl)-1,3,4,5-tetrahydro-2H-benzo[e][1,4]diazepin-2-one [C@H](C)(CC)[C@@H]1N(CC2=C(NC1=O)C=CC=C2)C(=O)C2=CC=1C=NC=CC1N2